4-Methyl-8-((1-(1-methyl-1H-pyrazol-4-yl)-1H-indazol-6-yl)oxy)-5,6,7,8-tetrahydroquinoline-3-carbonitrile CC1=C(C=NC=2C(CCCC12)OC1=CC=C2C=NN(C2=C1)C=1C=NN(C1)C)C#N